2-(3-(ethylamino)-1H-pyrazol-1-yl)benzonitrile C(C)NC1=NN(C=C1)C1=C(C#N)C=CC=C1